Methyl (2R)-2-(4-chloro-6-oxo-pyridazin-1-yl)propanoate ClC=1C=NN(C(C1)=O)[C@@H](C(=O)OC)C